N-(trans-4-((5-cyanopyridin-2-yl)amino)cyclohexyl)-N-(4-(1-methyl-1H-pyrazol-4-yl)-2-(trifluoromethyl)phenyl)acetamide C(#N)C=1C=CC(=NC1)N[C@@H]1CC[C@H](CC1)N(C(C)=O)C1=C(C=C(C=C1)C=1C=NN(C1)C)C(F)(F)F